NC1=C(C=CC(=C1)C(=O)O)C1=C(C=C(C=C1)C(=O)O)N 2,2'-diamino-4,4'-biphenyldicarboxylic acid